C(C)(C)(C)[C@@H]1OC([C@@H](N1C(=O)OCC1=CC=CC=C1)CC1=CC=C(C=C1)OC)=O Benzyl (2S,4S)-2-(tert-butyl)-4-(4-methoxybenzyl)-5-oxooxazolidine-3-carboxylate